tert-butyl 3-{8-fluoro-2-methanesulfonyl-7-[3-(methoxymethoxy)-8-[2-(triisopropylsilyl) ethynyl]naphthalen-1-yl]pyrido[4,3-d]pyrimidin-4-yl}-3,8-diazabicyclo[3.2.1]octane-8-carboxylate FC1=C(N=CC2=C1N=C(N=C2N2CC1CCC(C2)N1C(=O)OC(C)(C)C)S(=O)(=O)C)C1=CC(=CC2=CC=CC(=C12)C#C[Si](C(C)C)(C(C)C)C(C)C)OCOC